CN1C[C@H](CC[C@H]1C)NC(=O)[C@H]1CCN(C2(CC2)C1)C(=O)C1=NNC(=C1)C1=CC(=NC=C1F)OC (S)-N-((3S,6R)-1,6-dimethylpiperidin-3-yl)-4-(5-(5-fluoro-2-methoxypyridin-4-yl)-1H-pyrazole-3-carbonyl)-4-azaspiro[2.5]Octane-7-carboxamide